C(=O)(O)[C@H](CC(=O)N1CC2=CC(=C(C=C2C1)OCCCOC1=CC2=C(SC(=C2)C(C[C@@H](C(=O)O)C)=O)C=C1C=C)OC)C (S)-4-(5-(3-((2-((S)-3-carboxybutanoyl)-6-methoxyisoindolin-5-yl)oxy)propoxy)-6-vinylbenzo[b]thiophen-2-yl)-2-methyl-4-oxobutanoic acid